tert-butyl ((3S,6S)-6-(((tert-butyldimethylsilyl)oxy)methyl)-4-methoxytetrahydro-2H-pyran-3-yl)carbamate [Si](C)(C)(C(C)(C)C)OC[C@@H]1CC([C@H](CO1)NC(OC(C)(C)C)=O)OC